N-(4-fluoro-3-((2-((1-methyl-1H-pyrazol-4-yl)amino)-5-(4-(trifluoromethyl)phenyl)pyridin-4-yl)amino)phenyl)acrylamide FC1=C(C=C(C=C1)NC(C=C)=O)NC1=CC(=NC=C1C1=CC=C(C=C1)C(F)(F)F)NC=1C=NN(C1)C